3-chloro-6-(fluoro(pyridin-3-yl)methyl)-4,5-dimethylpyridazine ClC=1N=NC(=C(C1C)C)C(C=1C=NC=CC1)F